(5aR,6S,7S,8R,8aS)-5a-(4-cyclopropylphenyl)-7-((diethylamino)methyl)-1,3-dimethoxy-6-phenyl-5a,6,7,8-tetrahydro-8aH-cyclopenta[4,5]furo[3,2-c]pyridine-8,8a-diol C1(CC1)C1=CC=C(C=C1)[C@]12[C@](C=3C(=NC(=CC3O1)OC)OC)([C@@H]([C@@H]([C@H]2C2=CC=CC=C2)CN(CC)CC)O)O